4-amino-7-chloro-N-cyclopropyl-N-{[5-(3-hydroxy-3-methylbut-1-ynyl)pyridin-2-yl]methyl}-1,3-dihydrofuro[4,3-c]quinoline-8-carboxamide NC1=NC=2C=C(C(=CC2C2=C1COC2)C(=O)N(CC2=NC=C(C=C2)C#CC(C)(C)O)C2CC2)Cl